O=C1NC(CCC1N1C(C2=CC=CC(=C2C1=O)CN1CCC(CC1)C(=O)O)=O)=O 1-((2-(2,6-dioxopiperidin-3-yl)-1,3-dioxoisoindolin-4-yl)methyl)piperidine-4-carboxylic acid